3-(trifluoromethyl)-1H-Isochromen-1-one FC(C=1OC(C2=CC=CC=C2C1)=O)(F)F